BrC=1C=C(C(=NC1N=S(=O)(C1=CC=C(C=C1)F)CC1CC1)C)N=CN(C)CC N'-(5-bromo-6-(((cyclopropylmethyl)(4-fluorophenyl)(oxo)-λ6-sulfaneylidene)amino)-2-methylpyridin-3-yl)-N-ethyl-N-methylformimidamide